N-[2-amino-5-bromo-3-(trifluoromethyl)phenyl](cis)-3-hydroxy-3-methylcyclobutanecarboxamide NC1=C(C=C(C=C1C(F)(F)F)Br)NC(=O)C1CC(C1)(C)O